CCC=CC=C 3,5-hexadiene